O1[C@@H](CC1)CN1C(=NC2=C1C=C(C=C2)C(=O)[O-])CN2CCC(CC2)C2=NC(=CC=C2)OCC2=CN=CC1=CC=CC=C21 (S)-1-(oxetan-2-ylmethyl)-2-((4-(6-(isoquinolin-4-ylmethoxy)pyridin-2-yl) Piperidin-1-yl)methyl)-1H-benzo[d]imidazole-6-carboxylate